CN1CC2CCN(CCC2C1)C1=C(C(=CC=C1)N)N 3-(2-methyloctahydropyrrolo[3,4-d]azepin-6(7H)-yl)benzene-1,2-diamine